Perfluorodecyl-ethyl iodide FC(C(F)(F)F)(C(C(C(C(C(C(C(C(C(C(F)(F)F)(F)F)(F)F)(F)F)(F)F)(F)F)(F)F)(F)F)(F)F)(F)F)I